C(N)(=O)C=1NC(=C(C1C1=CC(=C(C(=O)O)C=C1)OC)C1=C(C=C(C=C1)NC(C(=C)F)=O)C)CC 4-(2-carbamoyl-5-ethyl-4-(4-(2-fluoroacryloylamino)-2-methylphenyl)-1H-pyrrol-3-yl)-2-methoxybenzoic acid